8-(8-fluoro-7-(3-hydroxynaphthalen-1-yl)-2-(((S)-1-methylpyrrolidin-2-yl)methoxy)quinazolin-4-yl)-N-((R)-1-methylpyrrolidin-3-yl)-6,8-diazabicyclo[3.2.2]nonane-6-carboxamide FC=1C(=CC=C2C(=NC(=NC12)OC[C@H]1N(CCC1)C)N1C2CCCC(N(C2)C(=O)N[C@H]2CN(CC2)C)C1)C1=CC(=CC2=CC=CC=C12)O